FC(C=1C=C(C=CC1)NC1=NC2=CN=CC=C2C2=C1NC1=C2C=CN=C1)(F)F N-(3-(trifluoromethyl)phenyl)-7H-pyrido[4',3':4,5]pyrrolo[2,3-c][1,7]naphthyridin-6-amine